C(CCCCCCCC=CC=CC=CCCCC)(=O)[O-].[Fe+2].C(CCCCCCCC=CC=CC=CCCCC)(=O)[O-] iron eleostearate